dipiperidinyl sebacate C(CCCCCCCCC(=O)ON1CCCCC1)(=O)ON1CCCCC1